tert-butyl (3S,4S)-4-((4-(3-(2,6-dioxopiperidin-3-yl)-1-methyl-1H-indazol-6-yl) piperazin-1-yl) methyl)-3-methylpiperidine-1-carboxylate O=C1NC(CCC1C1=NN(C2=CC(=CC=C12)N1CCN(CC1)C[C@@H]1[C@@H](CN(CC1)C(=O)OC(C)(C)C)C)C)=O